C1(=CC=CC=C1)C=1C=C(C(=CC1C1=CC=CC=C1)C1=CC=CC=C1)C1=CC(=CC=C1)C1=CC=CC=C1 4',5'-diphenyl-[1,1':2',1'':3'',1'''-quaterphenyl]